5-[1-(2-Aza-spiro[3.3]hept-2-yl)-8,8-dimethyl-5,6-dihydro-8H-7-oxa-2,4,4b,9-tetraaza-fluoren-3-yl]-pyrimidin-2-ylamine C1N(CC12CCC2)C2=NC(=NC=1N3CCOC(C3=NC21)(C)C)C=2C=NC(=NC2)N